2-((((9H-fluoren-9-yl)methoxy)carbonyl)amino)-3-(4-(methyl((tetrahydro-2H-pyran-2-yl)oxy)carbamoyl)phenyl)propanoic acid C1=CC=CC=2C3=CC=CC=C3C(C12)COC(=O)NC(C(=O)O)CC1=CC=C(C=C1)C(N(OC1OCCCC1)C)=O